NC1(CCN(CC1)C=1C=C(C2=C(N1)NN=C2C2=CC(=C(C=C2)F)F)C(=O)N)C 6-(4-amino-4-methylpiperidin-1-yl)-3-(3,4-difluorophenyl)-1H-pyrazolo[3,4-b]pyridine-4-carboxamide